[Cl-].C(CCC)(N)N butanediamine chloride